N-(tetrazol-4-yl)benzamide N=1N=NN(C1)NC(C1=CC=CC=C1)=O